(R)-2-(5-(4-((1-(3-(1,1-difluoro-2-hydroxyethyl)-2-fluorophenyl)ethyl)amino)-2-methylquinazolin-6-yl)-2-hydroxyphenyl)-N,N-dimethylacetamide formate C(=O)O.FC(CO)(F)C=1C(=C(C=CC1)[C@@H](C)NC1=NC(=NC2=CC=C(C=C12)C=1C=CC(=C(C1)CC(=O)N(C)C)O)C)F